OC(=O)C(F)(F)F.N1N=CC=C1C(=O)N Pyrazole-5-carboxamide TFA salt